CN1C([C@H](COC2=C1C=CC=C2)NC(=O)C2=NN1C(CCCC1)=N2)=O |r| rac-(5R)-N-[rac-(3S)-5-methyl-4-oxo-2,3-dihydro-1,5-benzoxazepin-3-yl]-5,6,7,8-tetrahydro-[1,2,4]triazolo[1,5-a]pyridine-2-carboxamide